C1(CC1)COC1=CC=C(N=N1)NC([C@H](C)C1CCC(CC1)(F)F)=O (R)-N-(6-(cyclopropylmethoxy)pyridazin-3-yl)-2-(4,4-difluorocyclohexyl)propanamide